CN1CCN(CC1)C1=CC=C(C=C1)NC1=NC=C(C(=N1)NC1=C(C=CC=C1)NC(C=C)=O)OCC1=CC=C(C=C1)OC1=CC=CC=C1 N-(2-((2-((4-(4-methylpiperazin-1-yl)phenyl)amino)-5-((4-phenoxybenzyl)oxy)pyrimidin-4-yl)amino)phenyl)acrylamide